[MoH4]=O.[Fe] iron molybdenum hydride oxide